2,2-dimethoxy-N-(diphenylmethoxysilylhexyl)-1-aza-2-silacyclopentane CO[Si]1(N(CCC1)CCCCCC[SiH2]OC(C1=CC=CC=C1)C1=CC=CC=C1)OC